4-(4-amino-7-bromo-2-(4-(2-fluoroacryloylamino)phenyl)-1-methyl-1H-pyrrolo[3,2-c]pyridin-3-yl)-2-methoxy-N-(2,2,2-trifluoroethyl)benzamide NC1=NC=C(C2=C1C(=C(N2C)C2=CC=C(C=C2)NC(C(=C)F)=O)C2=CC(=C(C(=O)NCC(F)(F)F)C=C2)OC)Br